COC1=CC=C(C=C1)SC(=O)NC1=C(C(=O)O)C=CC=C1 ((((4-methoxyphenyl)thio)carbonyl)amino)benzoic acid